NC1=C2N=CN(C2=NC=N1)[C@@H]1O[C@@H]([C@H]([C@@H]1O)O)CO (2R,3S,4S,5R)-2-(6-amino-9H-purin-9-yl)-5-(hydroxymethyl)oxolane-3,4-diol